C(C)(C)(C)C=1C=C(C=C(C1O)C(C)(C)C)CCC(=O)OCCOCCOCCOCCOC(CCC1=CC(=C(C(=C1)C(C)(C)C)O)C(C)(C)C)=O tetraethylene glycol bis{3-(3,5-di-t-butyl-4-hydroxyphenyl) propionate}